tert-Butyl (1-(5-bromo-3-cyanopyridin-2-yl)-3-methylazetidin-3-yl)(methyl)carbamate BrC=1C=C(C(=NC1)N1CC(C1)(C)N(C(OC(C)(C)C)=O)C)C#N